bis(2,4-di-cumylphenyl)pentaerythritol bisphosphite P(O)(O)O.P(O)(O)O.C(C)(C)(C1=CC=CC=C1)C1=C(C=CC(=C1)C(C)(C)C1=CC=CC=C1)C(O)(C(CO)(CO)CO)C1=C(C=C(C=C1)C(C)(C)C1=CC=CC=C1)C(C)(C)C1=CC=CC=C1